F[C@H]1[C@@H](CN(CC1)C1=NC2=C(N1CC1=C(N=C(S1)C1=CC=CC=C1)C)C=CC(=C2)F)N (3R,4R)-4-fluoro-1-(5-fluoro-1-((4-methyl-2-phenylthiazol-5-yl)methyl)-1H-benzo[d]imidazol-2-yl)piperidin-3-amine